4-(3-carbamoyl-4-nitro-phenoxy)-piperidine-1-carboxylic acid tert-butyl ester C(C)(C)(C)OC(=O)N1CCC(CC1)OC1=CC(=C(C=C1)[N+](=O)[O-])C(N)=O